(3S,5S,7S)-adamantan-1-yl (((2R,3S,4R,5R)-5-(4-aminopyrrolo[2,1-f][1,2,4]triazin-7-yl)-5-cyano-3,4-dihydroxytetrahydrofuran-2-yl)methyl) carbonate C(OC12CC3CC(CC(C1)C3)C2)(OC[C@H]2O[C@@]([C@@H]([C@@H]2O)O)(C#N)C2=CC=C3C(=NC=NN32)N)=O